Tris(dimethylamino)silan CN(C)[SiH](N(C)C)N(C)C